(5-amino-4-methoxypyrazolo[1,5-a]pyridin-3-yl)acetonitrile hydrochloride Cl.NC1=C(C=2N(C=C1)N=CC2CC#N)OC